trans-4-(2-(4-(benzo[b]thiophen-4-yl)piperazin-1-yl)ethyl)cyclohexan-1-amine S1C2=C(C=C1)C(=CC=C2)N2CCN(CC2)CC[C@@H]2CC[C@H](CC2)N